2-methyl-2-carbobenzoxy-1,3-propanediol CC(CO)(CO)C(=O)OCC1=CC=CC=C1